CC/C(=C\CC(C=C)O)/O 7-octadiene-3,6-diol